((2-(3'-(6,7-difluoro-5-(pyrrolidin-1-ylmethyl)benzo[d]oxazol-2-yl)-2'-methoxy-2-methyl-[1,1'-biphenyl]-3-yl)-6-(difluoromethoxy)benzo[d]oxazol-5-yl)methyl)-L-proline FC1=C(C2=C(N=C(O2)C=2C(=C(C=CC2)C2=C(C(=CC=C2)C=2OC3=C(N2)C=C(C(=C3)OC(F)F)CN3[C@@H](CCC3)C(=O)O)C)OC)C=C1CN1CCCC1)F